C(C1=CC=CC=C1)OC(=O)N1[C@@H](CC(C1)=O)C.ClC=1C=C2C(=NC1)C=CN2CCNC(CCN2C=NC1=C(NC=3C=CC(=CC13)C)C2=O)=O N-(2-(6-chloro-1H-pyrrolo[3,2-b]pyridin-1-yl)ethyl)-3-(8-methyl-4-oxo-4,5-dihydro-3H-pyrimido[5,4-b]indol-3-yl)propanamide benzyl-(2R)-2-methyl-4-oxo-pyrrolidine-1-carboxylate